CC(C)([Si](C(CCCN(CCCN(CCCCC)CCCCC(=O)OCCCCCCCCCCC)CCCCC(OCCCCCCCCCCC)=O)=O)(C)C)C 2,2,3,3-tetramethyl-8,12-bis(5-oxo-5-(undecyloxy)pentyl)-4-oxo-8,12-diaza-3-silaheptadecane